FC=1C=C(C(=O)NC23CCC(CC2)(C3)O)C=CC1C1=NC=C(C3=C1C=CN3)F 3-fluoro-4-(7-fluoro-1H-pyrrolo[3,2-c]pyridin-4-yl)-N-(4-hydroxy-bicyclo[2.2.1]heptan-1-yl)benzamide